CC1=CC(=C(C=C1)S)S 4-methyl-1,2-dimercaptobenzene